C(C)OC(=O)C1=COC2=C1C=C(C=C2)OCC2=CC=CC=C2 5-(benzyloxy)benzofuran-3-carboxylic acid ethyl ester